CC1(C2=CC=CC=C2C=2C=CC(=CC12)N1C2=CC=CC=C2C=2C=C(C=CC12)C1=CC=CC=C1)C 9-(9,9-dimethyl-9H-fluoren-2-yl)-3-phenyl-9H-carbazole